methoxycarbonyl 2-fluoro-3-[[7-[(3-fluoro-2-pyridyl)oxy]-4-methyl-2-oxo-chromen-3-yl]methyl]benzoate FC1=C(C(=O)OC(=O)OC)C=CC=C1CC=1C(OC2=CC(=CC=C2C1C)OC1=NC=CC=C1F)=O